[Na+].COC1=C(C=CC(=C1)[N+](=O)[O-])[NH+]1NN(N=C1C1=C(C=C(C=C1)S(=O)(=O)O)S(=O)(=O)O)C1=CC=C(C=C1)[N+](=O)[O-] 2-methoxy-4-nitrophenyl-3-(4-nitrophenyl)-5-(2,4-disulfophenyl)-2H-tetrazolium monosodium salt